C(C=C)(=O)OCCC(CO)O 3,4-dihydroxybutyl acrylate